5-tert-butoxycarbonyl-5-methyl-1-pyrroline N-oxide C(C)(C)(C)OC(=O)C1(CCC=[N+]1[O-])C